benzyl-(1-cyclopentyl-2,2,2-trifluoroethyl)amine C(C1=CC=CC=C1)NC(C(F)(F)F)C1CCCC1